ClC=1C=C2C(=NC1)NC=C2C(C2=C(C(=CC=C2)NS(N(C)C(CO)(C)C)(=O)=O)F)=O 5-chloro-3-[2-fluoro-3-[[(2-hydroxy-1,1-dimethyl-ethyl)-methyl-sulfamoyl]amino]benzoyl]-1H-pyrrolo[2,3-b]pyridine